FC1=NC=C(C=C1)C1=NN(N=C1)CC#CCC 2-fluoro-5-[2-(2-pentyn-1-yl)-2H-1,2,3-triazol-4-yl]pyridine